FC1(CC1)C1=NSC(=N1)C1=NN=C2N1CCN[C@@H]2C (R)-3-(1-fluorocyclopropyl)-5-(8-methyl-5,6,7,8-tetrahydro-[1,2,4]triazolo[4,3-a]pyrazin-3-yl)-1,2,4-thiadiazole